Cl.C(C1=CC=CC=C1)OC=1C=C(C=C(C1)OC)[C@@H](C)N (1R)-1-(3-benzyloxy-5-methoxy-phenyl)ethanamine hydrochloride salt